N-(1-(2-(2,2-difluoroethoxy)-5-fluorophenyl)ethyl)-3-(1-(difluoromethyl)-1H-pyrazol-4-yl)pyrazolo[1,5-a]pyrimidin-5-amine FC(COC1=C(C=C(C=C1)F)C(C)NC1=NC=2N(C=C1)N=CC2C=2C=NN(C2)C(F)F)F